FC(C=1NC(=NN1)C=1C(=CC(=C(C1)NC(=O)C=1C=NN2C1C=CC(=C2)OC)C)F)F N-[5-[5-(Difluoromethyl)-4H-1,2,4-triazol-3-yl]-4-fluoro-2-methylphenyl]-6-methoxypyrazolo[1,5-a]pyridine-3-carboxamide